C1(CC1)N1CC(C1)(C)[C@@](O)(C=1C=NC=C(C1)C1=NOC(=N1)C1COC1)C1=CC=C(C=C1)C(C)C (R)-(1-Cyclopropyl-3-methyl-azetidin-3-yl)-(4-isopropyl-phenyl)-[5-(5-oxetan-3-yl-[1,2,4]oxadiazol-3-yl)-pyridin-3-yl]-methanol